C1(CC1)N(C)C(C1(C=C(N(N1)C1=C(C=CC=C1)F)C(F)(F)F)C(=O)N)C1=CC=CC=C1 5-((cyclopropyl-methylamino)(phenyl)methyl)-2-(fluorophenyl)-3-(trifluoromethyl)-1H-pyrazole-5-carboxamide